C1(=CC=CC=C1)C=CC(=O)O 3-phenyl-acrylic acid